C(CCCCCCC)(=O)[O-].[Be+2].C(CCCCCCC)(=O)[O-] beryllium octanoate